O-[2-(4-chloro-phenoxy)-1-methylethyl]-hydroxylamine ClC1=CC=C(OCC(C)ON)C=C1